4-(4-methyl-1-((2-(trimethylsilyl)ethoxy)methyl)-1H-imidazol-5-yl)-1-(2-nitrophenyl)piperidine ethyl-1-((5-(4-iodophenyl)isoxazol-3-yl)methyl)-1H-imidazol-2-carboxylate C(C)OC(=O)C=1N(C=CN1)CC1=NOC(=C1)C1=CC=C(C=C1)I.CC=1N=CN(C1C1CCN(CC1)C1=C(C=CC=C1)[N+](=O)[O-])COCC[Si](C)(C)C